COC1=CC(=CC2=C1O[C@@H](CO2)C=2C=NC(=CC2)C(F)(F)F)CN2C=NC=1C2=NC=CC1 |r| racemic-3-((8-methoxy-2-(6-(trifluoromethyl)pyridin-3-yl)-2,3-dihydrobenzo[b][1,4]dioxin-6-yl)methyl)-3H-imidazo[4,5-b]pyridine